5-amino-3-(2,3-difluoro-4-(2-((3-(3-fluorobicyclo[1.1.1]pentan-1-yl)isoxazol-5-yl)amino)-2-oxoethyl)phenyl)-1-isopropyl-1H-pyrazole-4-carboxamide NC1=C(C(=NN1C(C)C)C1=C(C(=C(C=C1)CC(=O)NC1=CC(=NO1)C12CC(C1)(C2)F)F)F)C(=O)N